C[C@@H]1CN(CCN1CC(=CC)C)C(=O)C=1C=C(CN2C(NC(C3=CC=CC=C23)=O)=O)C=CC1F (R)-1-(3-(3-methyl-4-(2-methyl-2-butenyl)piperazine-1-carbonyl)-4-fluorobenzyl)quinazoline-2,4(1H,3H)-dione